NC=1OC2=C(N1)C=CC(=C2)C=2C=C(C(=NC2)OC)N2OCC[C@H]2C2=CC=CC=C2 (S)-N-(5-(2-aminobenzo[d]oxazol-6-yl)-2-methoxypyridin-3-yl)-3-phenylisoxazolidine